3-(beta-chlorophenylethyl)-2-iminothiazolidine ClC(CN1C(SCC1)=N)C1=CC=CC=C1